NC1=NC=NN2C1=C(C=C2C=2C=C(C(=NC2)OC)C(=O)N[C@@H]2CN(C[C@@H]2F)C(C)C2=C(C(=CC(=C2)F)F)O)C(F)(F)F 5-[4-amino-5-(trifluoromethyl)-pyrrolo[2,1-f][1,2,4]triazin-7-yl]-N-[(3R,4S)-1-[1-(3,5-difluoro-2-hydroxyphenyl)-ethyl]-4-fluoropyrrolidin-3-yl]-2-methoxypyridine-3-carboxamide